2-[4-(methoxy)phenyl]pyridine methyl-4-(((1H-pyrazol-3-yl)methyl)thio)-3-iodobenzoate COC(C1=CC(=C(C=C1)SCC1=NNC=C1)I)=O.COC1=CC=C(C=C1)C1=NC=CC=C1